C(C)OP(OCC)O.C(C1=CC=CC=C1)=O benzaldehyde diethyl-phosphite